2,2'-methylenebis(6-t-butyl-p-cresol) C(C1=CC(=CC(=C1O)C(C)(C)C)C)C1=CC(=CC(=C1O)C(C)(C)C)C